[In]=S.[Cu].[Zn] zinc-copper-indium sulfide